C(C)C=CCC(=O)O.C(C)(=O)OC=C vinyl acetate (ETHYL VINYL ACETATE)